N-(p-nitrobenzenesulfonyl)aziridine [N+](=O)([O-])C1=CC=C(C=C1)S(=O)(=O)N1CC1